C1(CC1)C1=C(C=CC(=C1)N1C[C@H](OCC1)C)NC1=NC=C(C(=N1)C1=CC2=C(C(N(CCS2(=O)=O)C2COC2)=O)S1)C(F)(F)F (R)-7-(2-((2-cyclopropyl-4-(2-methylmorpholino)phenyl)amino)-5-(trifluoromethyl)pyrimidin-4-yl)-4-(oxetan-3-yl)-3,4-dihydrothieno[2,3-f][1,4]thiazepin-5(2H)-one 1,1-dioxide